3-((2S)-2-hydroxy-3-(8-(naphthalene-2-ylsulfonyl)-1-oxa-8-azaspiro[4.5]dec-3-ylamino)propoxy)-N-(2-hydroxypropyl)benzenesulfonamide O[C@H](COC=1C=C(C=CC1)S(=O)(=O)NCC(C)O)CNC1COC2(C1)CCN(CC2)S(=O)(=O)C2=CC1=CC=CC=C1C=C2